isopropylcarbodiimide C(C)(C)N=C=N